N-[5-[(2,2-dimethyl-4-oxo-1-piperidyl)sulfonylmethyl]-2-fluoro-phenyl]-4-[1-(2,6-dioxo-3-piperidyl)-3-methyl-2-oxo-benzimidazol-5-yl]piperidine-1-carboxamide CC1(N(CCC(C1)=O)S(=O)(=O)CC=1C=CC(=C(C1)NC(=O)N1CCC(CC1)C1=CC2=C(N(C(N2C)=O)C2C(NC(CC2)=O)=O)C=C1)F)C